4-methyl-3-[4-(3-pyridinyl)pyrazol-1-yl]benzoic acid methyl ester COC(C1=CC(=C(C=C1)C)N1N=CC(=C1)C=1C=NC=CC1)=O